ClC=1C=C2C(=CNC2=CC1)C1CNCC1 5-chloro-3-(pyrrolidin-3-yl)-1H-indole